(2-(5-(1-(3,5-dichloropyridin-4-yl)ethoxy)-1H-indazol-3-yl)-4,6-dihydropyrrolo[3,4-d]imidazol-5(1H)-yl)-2-(dimethylamino)ethan-1-one ClC=1C=NC=C(C1C(C)OC=1C=C2C(=NNC2=CC1)C1=NC2=C(N1)CN(C2)C(CN(C)C)=O)Cl